C(CCCCCCCC)(=O)OCC(COC(CCCCCCCC)=O)CCC(=O)OCC(COC(CCC(COC(CCCCCCCC)=O)COC(CCCCCCCC)=O)=O)(C)C(=O)OCCN(C)C (((2-((2-(dimethylamino)ethoxy)carbonyl)-2-methylpropane-1,3-diyl)bis(oxy))bis(3-oxopropane-3,1-diyl))bis(propane-2,1,3-triyl) tetranonanoate